(S)-3-((1,3-dioxolan-2-yl)methyl)-3-methyl-5-(m-tolyl)-1-tosyl-1,2,3,6-tetrahydropyridine O1C(OCC1)C[C@@]1(CN(CC(=C1)C=1C=C(C=CC1)C)S(=O)(=O)C1=CC=C(C)C=C1)C